N1(CCN(CC1)C(CC(C)=O)=O)C(CC(C)=O)=O 1,1'-(piperazine-1,4-diyl)bis(butane-1,3-dione)